5-(4-cyclopropyl-6-(methoxy-d3)pyrimidin-5-yl)-3-(4-(1-methyl-4-(trifluoromethyl)-1H-imidazol-2-yl)benzyl)-2-((2-(trimethylsilyl)ethoxy)methyl)-2H-pyrazolo[4,3-d]pyrimidine C1(CC1)C1=NC=NC(=C1C=1N=CC=2C(N1)=C(N(N2)COCC[Si](C)(C)C)CC2=CC=C(C=C2)C=2N(C=C(N2)C(F)(F)F)C)OC([2H])([2H])[2H]